tert-Butyl 3-(4-chloroisoindolin-2-yl)azetidine-1-carboxylate ClC1=C2CN(CC2=CC=C1)C1CN(C1)C(=O)OC(C)(C)C